(2S)-2-amino-5-(2-amino-1H-imidazol-1-yl)-N-[(3R)-1-[4-(4-{3-cyano-9-ethyl-6,6-dimethyl-11-oxo-5H,6H,11H-benzo[b]carbazol-8-yl}piperazin-1-yl)-4-oxobutanoyl]pyrrolidin-3-yl]pentanamide N[C@H](C(=O)N[C@H]1CN(CC1)C(CCC(=O)N1CCN(CC1)C=1C(=CC2=C(C(C=3NC4=CC(=CC=C4C3C2=O)C#N)(C)C)C1)CC)=O)CCCN1C(=NC=C1)N